BrC=1C(=C(C=CC1)NC(=O)C1CC1)F N-(3-bromo-2-fluorophenyl)cyclopropanecarboxamide